2,3-dihydro-benzofuran-5-carboxylic acid [2-(2-phenyl-azetidin-1-yl)-benzooxazol-5-yl]-amide C1(=CC=CC=C1)C1N(CC1)C=1OC2=C(N1)C=C(C=C2)NC(=O)C=2C=CC1=C(CCO1)C2